1-(5-chloro-2-hydrazinocarbonylphenyl)-3-(3-chlorophenyl)-urea ClC=1C=CC(=C(C1)NC(=O)NC1=CC(=CC=C1)Cl)C(=O)NN